(2S)-2-spiro[2.3]hexane-5-yl-2-[(2,4,6-trimethylphenyl)sulfinylamino]acetic acid ethyl ester C(C)OC([C@@H](NS(=O)C1=C(C=C(C=C1C)C)C)C1CC2(CC2)C1)=O